O=NCCN oxo-1,2-ethylenediamine